1-(1-(2-octylcyclopropyl)heptadecan-8-yl)pyrrolidin C(CCCCCCC)C1C(C1)CCCCCCCC(CCCCCCCCC)N1CCCC1